C(C)OC1=C(N)C=C(C(=C1)N1CCC(CC1)N1CCN(CC1)C)C 2-ethoxy-5-methyl-4-(4-(4-methylpiperazin-1-yl)piperidin-1-yl)aniline